C(#N)C=1C=C(C(=O)N[C@H]2C[C@H](CCC2)NC2=CC(=CC3=CC=C(C=C23)F)C(F)(F)F)C=CC1 3-cyano-N-((1R,3S)-3-((7-fluoro-3-(trifluoromethyl)naphthalen-1-yl)amino)cyclohexyl)benzamide